O1CCC(CC1)C=1OC2=C(C1)C=CC=C2N (tetrahydro-2H-pyran-4-yl)benzofuran-7-amine